C1(=CC=CC=C1)C1=C(NC=2C1=NC=CC2)C2=C(C=NC=C2)OC[C@@H]2N(CC2)C(=O)OC(C)(C)C |r| tert-butyl (2RS)-2-({[4-(3-phenyl-1H-pyrrolo[3,2-b]pyridin-2-yl)pyridin-3-yl]oxy}methyl)azetidine-1-carboxylate